C(C1=CC(=O)NC(=O)N1)(=O)O.N1C[C@H](CC1)/C=C/C=1C=NC=NC1 (R)-5-((E)-2-pyrrolidin-3-ylvinyl)pyrimidine mono-orotate